BrC=1C=2N(C(=NC1)N(CC1=C(C=CC3=C1CCO3)F)C(=O)OC(C)(C)C)C=C(N2)C(=O)OCC ethyl 8-bromo-5-((tertbutoxy carbonyl)((5-fluoro-2,3-dihydrobenzofuran-4-yl)methyl)amino)imidazo[1,2-c]pyrimidine-2-carboxylate